tert-butyl (S)-(1-hydroxy-3,3-dimethylpent-4-en-2-yl)carbamate OC[C@H](C(C=C)(C)C)NC(OC(C)(C)C)=O